5-(carboxymethyl)-N-propyl-2-pyrrolidone C(=O)(O)CC1CCC(N1CCC)=O